1-(2-(diphenylphosphinyl)phenyl)-1H-pyrazole C1(=CC=CC=C1)P(=O)(C1=C(C=CC=C1)N1N=CC=C1)C1=CC=CC=C1